N-((2R,3S)-1-(6-(hydroxymethyl)pyridin-3-yl)-2-((((CIS)-4-phenylcyclohexyl)oxy)methyl)pyrrolidin-3-yl)methanesulfonamide OCC1=CC=C(C=N1)N1[C@H]([C@H](CC1)NS(=O)(=O)C)CO[C@@H]1CC[C@@H](CC1)C1=CC=CC=C1